(s)-1-(benzyloxy)propan-2-ol C(C1=CC=CC=C1)OC[C@H](C)O